3-[2-(4-Acetaminophenyl)-1,2,3,4-tetrahydroisoquinolin-5-yl]-3-(7-methoxy-1-methyl-1H-benzo[d][1,2,3]triazol-5-yl)propionic acid ethyl ester C(C)OC(CC(C1=CC2=C(N(N=N2)C)C(=C1)OC)C1=C2CCN(CC2=CC=C1)C1=CC=C(C=C1)NC(=O)C)=O